tert-butyl-2-(5-(2-(diphenylcarbamoyl)-4-fluorophenoxy)pyrimidin-4-yl)-2,7-diazaspiro[3.5]nonane C(C)(C)(C)C1N(CC12CCNCC2)C2=NC=NC=C2OC2=C(C=C(C=C2)F)C(N(C2=CC=CC=C2)C2=CC=CC=C2)=O